COC1=C(C(=C(C(=C1OC)OC)OC)C)C(CCCCCCCCCCCO)O 1-(2,3,4,5-tetramethoxy-6-methylphenyl)dodecane-1,12-diol